4-phenyl-2-(((E)-(9-methyl-β-carbolin-3-yl)methylene)hydrazino)-2,3-dihydrothiazole C1(=CC=CC=C1)C=1NC(SC1)N/N=C/C=1N=CC=2N(C3=CC=CC=C3C2C1)C